(E)-2-chloro-2-isopropyl-5-styrylcyclohexane-1,3-dione ClC1(C(CC(CC1=O)\C=C\C1=CC=CC=C1)=O)C(C)C